tert-butyl ((1S,4S)-4-((3,5-bis(trifluoromethyl)phenyl)amino)cyclohexyl)carbamate FC(C=1C=C(C=C(C1)C(F)(F)F)NC1CCC(CC1)NC(OC(C)(C)C)=O)(F)F